[N+](=O)([O-])C=1C=C(C=CC1)[C@@H](C)O (1R)-1-(3-nitrophenyl)ethanol